C(C)[C@@H]1C(N(C(N1)=O)C=1C=NC(=CC1)OC1=CC(=C(C=C1)C)OC)=O (5R)-5-ethyl-3-(6-{[4-methyl-3-(methyloxy)phenyl]oxy}-3-pyridyl)-2,4-imidazolidinedione